6-(2-methylbiphenyl-3-yl)furo[2,3-b]pyrazine-2-carbaldehyde CC1=C(C=CC=C1C1=CC=2C(=NC=C(N2)C=O)O1)C1=CC=CC=C1